FC1=C(C(=CC=C1)F)C1=CC=CC=C1 2',6'-difluoro-[1,1'-biphenyl]